COC1=CC(=C2C=CC=NC2=C1)C1(CC1)NC(C1=C(C=CC=C1)C)=O N-(1-(7-methoxyquinolin-5-yl)cyclopropyl)-2-methylbenzamide